2,2-difluoro-3β,7β-dihydroxy-5β-cholan-24-amid FC1([C@@H](C[C@H]2C[C@@H]([C@H]3[C@@H]4CC[C@H]([C@@H](CCC(=O)N)C)[C@]4(CC[C@@H]3[C@]2(C1)C)C)O)O)F